2-(4-(Difluoromethylene)piperidin-1-yl)-6-methylpyrimidin-4-amine FC(=C1CCN(CC1)C1=NC(=CC(=N1)N)C)F